1-octyl-2,3-dimethylimidazole C(CCCCCCC)N1C(N(C=C1)C)C